O[C@H]1C[C@@H](N(C1)C(=O)[C@H](C(C)(C)C)N1N=NC(=C1)C1N(CCC1)C(=O)OC(C)(C)C)C(NC)=O tert-butyl 2-[1-[(1S)-1-[(2R,4S)-4-hydroxy-2-(methylcarbamoyl)pyrrolidine-1-carbonyl]-2,2-dimethyl-propyl]triazol-4-yl]pyrrolidine-1-carboxylate